1-(4-(3-(2-fluoropyridin-4-yl)-2-(furan-3-yl)-1H-pyrrolo[2,3-b]pyridin-5-yl)benzyl)piperidin-3-ol FC1=NC=CC(=C1)C1=C(NC2=NC=C(C=C21)C2=CC=C(CN1CC(CCC1)O)C=C2)C2=COC=C2